CN1C(=NC2=C1C=CC=C2)CN2N=C1N(CCCC1)C2=O (5RS)-2-[(1-Methyl-1H-benzimidazol-2-yl)methyl]-3-oxo-2,3,5,6,7,8-hexahydro[1,2,4]triazolo[4,3-a]pyridin